N,N16-diundecyl-4,7,10,13-tetraazahexadecane-1,16-diamide C(CCCCCCCCCC)NC(CCNCCNCCNCCNCCC(=O)NCCCCCCCCCCC)=O